N-(4,4-difluoropiperidin-3-yl)-5-((2-hydroxypyridin-3-yl)methoxy)-2-methylbenzofuran-3-carboxamide FC1(C(CNCC1)NC(=O)C1=C(OC2=C1C=C(C=C2)OCC=2C(=NC=CC2)O)C)F